2-(6-methylpyrimidin-4-yl)oxazolo[5,4-b]Pyridine CC1=CC(=NC=N1)C=1OC2=NC=CC=C2N1